C(C)(C)(C)C1=CC=C(C=C1)NC1CCC(CC1)C(=O)NC=1C=NN(C1)C(=O)[O-] 4-(4-((4-(tert-butyl)phenyl)amino)cyclohexane-1-carboxamido)-1H-pyrazole-1-carboxylate